[2-(azidomethyl)-6-chloro-phenyl]-2,2-difluoro-acetic acid ethyl ester C(C)OC(C(F)(F)C1=C(C=CC=C1Cl)CN=[N+]=[N-])=O